CC1(NC(CC(C1)NCCCCCCNC1CC(NC(C1)(C)C)(C)C)(C)C)C N,N'-Bis(2,2,6,6-tetramethyl-4-piperidyl)hexamethylendiamin